6-chloro-N-{3-[2-(4-chloro-3-fluorophenoxy)acetamido]bicyclo[1.1.1]pentan-1-yl}-4-(methylamino)-3,4-dihydro-2H-1-benzopyran-2-carboxamide ClC=1C=CC2=C(C(CC(O2)C(=O)NC23CC(C2)(C3)NC(COC3=CC(=C(C=C3)Cl)F)=O)NC)C1